C12C(C3CC(CC(C1)C3)C2)NC(CN2C(C(=CC=C2)NC([C@H](CCC(C(=O)NC)=O)NC(=O)C2=NNN=C2)=O)=O)=O (S)-N1-(1-(2-(2-adamantylamino)-2-oxoethyl)-2-oxo-1,2-dihydropyridin-3-yl)-N6-methyl-5-oxo-2-(2H-1,2,3-triazole-4-carboxamido)hexanediamide